NC1=NC=CC=C1C1=NC=2C(=NC(=CC2)C2=CC=CC=C2)N1C1=CC=C(CN2CCN(CC2)C2=CC(=NC=N2)C#N)C=C1 6-(4-(4-(2-(2-aminopyridin-3-yl)-5-phenyl-3H-imidazo[4,5-b]pyridin-3-yl)benzyl)piperazin-1-yl)pyrimidine-4-carbonitrile